5,5-difluoro-2,2-dimethoxy-1-vinylcyclohexane-1-ol FC1(CCC(C(C1)(O)C=C)(OC)OC)F